C(C)(C)(C)OC(N[C@@H](C(=O)NC=1C=C2CC(CC2=C(C1)F)C=O)COC(C)(C)C)=O.N(=C=O)[Si](C)(N=C=O)N=C=O triisocyanato(methyl)silane tert-Butyl-N-[(1R)-1-(tert-butoxymethyl)-2-[(7-fluoro-2-formyl-indan-5-yl)amino]-2-oxo-ethyl]carbamate